3-{3-[(1S)-1-amino-2,3-dihydro-1H-inden-5-yl]-5-(morpholin-4-yl)imidazo[4,5-b]pyridin-2-yl}pyridin-2-amine N[C@H]1CCC2=CC(=CC=C12)N1C(=NC=2C1=NC(=CC2)N2CCOCC2)C=2C(=NC=CC2)N